4-chloromethyl-2-propyl-1,3-dioxolane ClCC1OC(OC1)CCC